FC1=CC=C(C=C1)C=1C=C2C=CC(=NC2=CC1)N1CCCCC1 1-(6-(4-Fluorophenyl)chinolin-2-yl)piperidin